CC(C(=O)N1C(CCCC1)C=1NC(=CN1)C1=CC=C(C=C1)C)(C=C)C 2,2-dimethyl-1-(2-(5-(p-tolyl)-1H-imidazol-2-yl)piperidin-1-yl)butan-3-en-1-one